(4-chlorophenyl)-2-(pyridin-3-yl)-6-(pyrrolidin-1-yl)pyrimidine ClC1=CC=C(C=C1)C1=NC(=NC(=C1)N1CCCC1)C=1C=NC=CC1